1-(2,3-dichloro-6-iodo-phenyl)azetidin-2-one ClC1=C(C(=CC=C1Cl)I)N1C(CC1)=O